(R)-5-(bicyclo[1.1.1]pentan-1-yl)-3-butyl-8-methoxy-2-methyl-2,3,4,5-tetrahydrobenzo[f][1,2,5]thiadiazepine-7-carbonitrile 1,1-dioxide C12(CC(C1)C2)N2C[C@H](N(S(C1=C2C=C(C(=C1)OC)C#N)(=O)=O)C)CCCC